C1(=CC=CC=2CCCCC12)C(=O)N[C@@H](CC1=COC2C(OCC2)=C1)C(=O)O (S)-N-(5,6,7,8-tetrahydro-1-naphthoyl)-3-(2,3-dihydro-1,4-benzodioxol-6-yl)alanine